CC(CC(=O)NC12CC3(C[C@@H](C[C@H](C1)C3)C2)NC(OC(C)(C)C)=O)(C)C tert-butyl ((1s,3r,5R,7S)-3-(3,3-dimethylbutanamido)adamantan-1-yl)carbamate